ClC=1C=CC=C2C=CC=C(C12)C1=C(C=2N=C(N=C(C2C=N1)N1CC2(C(NC(N2)=O)=O)CCC1)OCC12CCCN2CCC1)F 7-(7-(8-chloronaphthalen-1-yl)-8-fluoro-2-((hexahydro-1H-pyrrolizin-7a-yl)methoxy)pyrido[4,3-d]pyrimidin-4-yl)-1,3,7-triazaspiro[4.5]decane-2,4-dione